4-propyl-N,N-dimethyl-naphthalen-1-amine C(CC)C1=CC=C(C2=CC=CC=C12)N(C)C